C(C)(C)C1COCC2=C1OC(C1=C2C=CS1)=O 4-isopropyl-3,4-dihydro-1H,6H-pyrano[4,3-b]thieno[3,2-d]pyran-6-one